2-chloro-4-(1-(4-(trifluoromethoxy)phenyl)-1H-1,2,4-triazol-3-yl)aniline ClC1=C(N)C=CC(=C1)C1=NN(C=N1)C1=CC=C(C=C1)OC(F)(F)F